methyl 6-(1-(4-fluorophenyl)ethyl)-3-methyl-5-((2-(pyrrolidin-1-yl)ethyl)amino)pyrazine-2-carboxylate FC1=CC=C(C=C1)C(C)C1=C(N=C(C(=N1)C(=O)OC)C)NCCN1CCCC1